C(C)OC=1C=C(C=CC1)NS([O-])(=O)=O.[Na+] Sodium N-(3-ethoxyphenyl)sulfamate